N-[(3'-{(1R)-1-[(6,7-dimethoxy-2-methylquinazolin-4-yl)amino]-ethyl}biphenyl-3-yl)methyl]-methanesulfonamide COC=1C=C2C(=NC(=NC2=CC1OC)C)N[C@H](C)C=1C=C(C=CC1)C1=CC(=CC=C1)CNS(=O)(=O)C